2-(2-chloro-4-methoxy-phenoxy)-N-pyridazin-4-yl-5-(trifluoromethyl)pyridine-3-carboxamide ClC1=C(OC2=NC=C(C=C2C(=O)NC2=CN=NC=C2)C(F)(F)F)C=CC(=C1)OC